O=C1NC(CCC1N1C(C2=CC=C(C=C2C1)C1(CCN(CC1)CC12CC(C1)(C2)N2CCN(CC2)C=2C=CC(=NC2)NC(OC(C)(C)C)=O)O)=O)=O tert-butyl N-[5-[4-[3-[[4-[2-(2,6-dioxo-3-piperidyl)-1-oxo-isoindolin-5-yl]-4-hydroxy-1-piperidyl]methyl]-1-bicyclo[1.1.1]pentanyl]piperazin-1-yl]-2-pyridyl]carbamate